1-methyl-5-(3-(1-methyl-1H-indazol-6-yl)pyrazolo[1,5-a]pyridin-6-yl)pyridin CN1CC=CC(=C1)C=1C=CC=2N(C1)N=CC2C2=CC=C1C=NN(C1=C2)C